N-(2-chloro-3-((2,3-dihydroimidazo[1,2-c]quinazolin-9-yl)oxy)-6-fluorophenyl)propane-1-sulfonamide ClC1=C(C(=CC=C1OC1=CC=2C=3N(C=NC2C=C1)CCN3)F)NS(=O)(=O)CCC